1,1,3,3-tetramethyl-2-[3-(2,5,8-trimethyl-4,6-dioxa-3,7-diaza-5-silanona-2,7-dien-5-yl)propyl]guanidine CN(C(=NCCC[Si](ON=C(C)C)(ON=C(C)C)C)N(C)C)C